2-(2-methoxy-4-((1R,5S)-3-methyl-3,8-diazabicyclo[3.2.1]octan-8-yl)phenyl)-N4-(1-(methylsulfonyl)indolin-7-yl)-7H-pyrrolo[2,3-d]pyrimidine-2,4-diamine COC1=C(C=CC(=C1)N1[C@H]2CN(C[C@@H]1CC2)C)C2(N=C(C1=C(N2)NC=C1)NC=1C=CC=C2CCN(C12)S(=O)(=O)C)N